1,1,1,3,4,4-hexafluoro-2-butene FC(C=C(C(F)F)F)(F)F